2-(6-((2-((3-methoxy-4-(4-methoxypiperidin-1-yl)phenyl)amino)-5-methylthieno[2,3-d]pyrimidine-4-yl)amino)pyridin-2-yl)propan-2-ol COC=1C=C(C=CC1N1CCC(CC1)OC)NC=1N=C(C2=C(N1)SC=C2C)NC2=CC=CC(=N2)C(C)(C)O